C1(=CC=CC=C1)C1=C(NC=CC=CC=C1)C1=CC=CC=C1 diphenylazonin